C1(CC1)=C[C@@H]1N(C(OC1)(C)C)C(=O)OC(C)(C)C tert-butyl (4S)-4-(cyclopropylidenemethyl)-2,2-dimethyl-oxazolidine-3-carboxylate